BrC1=C(C=C(C=C1)C)I 2-bromo-5-methyl-iodobenzene